OC=1C(N(C(C1C(=O)C=1SC=CC1)C1=CC=C(C=C1)OCCC)CC=1C=NC=CC1)=O 3-hydroxy-5-(4-propoxyphenyl)-1-(3-pyridinylmethyl)-4-(2-thienylcarbonyl)-1,5-dihydro-2H-pyrrol-2-one